(S)-5-(((6-((4-(3-bromo-2-chlorophenyl)-2,3-dihydro-1H-inden-1-yl)oxy)-5-chloro-3-formylpyridin-2-yl)oxy)methyl)isophthalonitrile BrC=1C(=C(C=CC1)C1=C2CC[C@@H](C2=CC=C1)OC1=C(C=C(C(=N1)OCC=1C=C(C=C(C#N)C1)C#N)C=O)Cl)Cl